1-(4-(4-bromobutoxy)phenyl)-3-p-bromophenyl-2-propen-1-one BrCCCCOC1=CC=C(C=C1)C(C=CC1=CC=C(C=C1)Br)=O